ClC=1C=C(C=CC1C1CCC(CC1)(F)F)C[C@H](CN1CC2(CS(C2)(=O)=O)CC1)C (R)-6-(3-(3-chloro-4-(4,4-difluorocyclohexyl)phenyl)-2-methylpropyl)-2-thia-6-azaspiro[3.4]octane 2,2-dioxide